O1CCOC12CN([C@@H](C2)C(=O)OC)C(=O)OCC2=CC=CC=C2 7-benzyl 8-methyl (S)-1,4-dioxa-7-azaspiro[4.4]nonane-7,8-dicarboxylate